3-methyl-1-((1-methyl-1H-1,2,3-triazol-4-yl)methyl)-2-oxo-N-(2,4,6-trifluorobenzyl)-1,2,3,4-tetrahydroquinazoline-7-carboxamide CN1C(N(C2=CC(=CC=C2C1)C(=O)NCC1=C(C=C(C=C1F)F)F)CC=1N=NN(C1)C)=O